C(C1=CC=CC=C1)OCCCCCC1O[C@@H]([C@H](C2=CC(=CC(=C12)O)O)C)C |r| (3RS,4SR)-1-(5-(benzyloxy)pentyl)-3,4-dimethylisochromane-6,8-diol